(2-methyl-5-nitrophenyl)-4-(pyridin-3-yl)pyrimidin-2-amine CC1=C(C=C(C=C1)[N+](=O)[O-])C=1C(=NC(=NC1)N)C=1C=NC=CC1